ClC1=C(C=CC=C1C(=O)O)C1=CC(=CC=C1)C1(CC1)C#N 2-chloro-3'-(1-cyanocyclopropyl)-[1,1'-biphenyl]-3-carboxylic acid